3-[[[1-[1-(2-Pyrimidinyl)-1H-1,2,4-triazol-5-yl]ethyl]amino]carbonyl]phenyl 1,1,1-trifluoromethanesulfonate FC(S(=O)(=O)OC1=CC(=CC=C1)C(=O)NC(C)C1=NC=NN1C1=NC=CC=N1)(F)F